4-(2,2-difluorovinyl)-4'-(trifluoromethyl)-1,1'-biphenyl FC(=CC1=CC=C(C=C1)C1=CC=C(C=C1)C(F)(F)F)F